4-methylpiperazine-1-carboxylic acid [(2s,3s,4E,6r,7s,10r)-2-[(E)-1-(3-fluoro-5-imidazol-1-ylphenyl) prop-1-en-2-yl]-10-hydroxy-3,7-dimethyl-12-oxo-1-oxododec-4-en-6-yl] ester FC=1C=C(C=C(C1)N1C=NC=C1)\C=C(/C)\[C@@H](C=O)[C@H](\C=C\[C@@H]([C@H](CC[C@H](CC=O)O)C)OC(=O)N1CCN(CC1)C)C